[Si](C)(C)(C(C)(C)C)O[C@H]1C[C@@H](NC1)C=1N=C2N(C=C(C=C2)C2C(C2)C)C1 2-((2R,4S)-4-((tert-butyldimethylsilyl)oxy)pyrrolidin-2-yl)-6-(2-methylcyclopropyl)imidazo[1,2-a]pyridine